tert-butyl 3-((phenylmethyl)sulfonamido)-4-(2-(pyrrolidin-1-yl)ethoxy)benzoate C1(=CC=CC=C1)CS(=O)(=O)NC=1C=C(C(=O)OC(C)(C)C)C=CC1OCCN1CCCC1